4-(2-hydroxypropan-2-yl)cyclohexene-1-carboxylic acid OC(C)(C)C1CC=C(CC1)C(=O)O